C(CCCCCCCCCCC)C(CC(CCCCCCCCC)C)C=1NC=C[NH+]1 1-dodecyl-3-methyl-dodecylimidazolium